5-Methyl-2-[5-(methylsulfonyl)-3,4'-bipyridin-2'-yl]-1H-imidazole-4-carboxylic Acid Trifluoroacetate Salt FC(C(=O)O)(F)F.CC1=C(N=C(N1)C1=NC=CC(=C1)C=1C=NC=C(C1)S(=O)(=O)C)C(=O)O